C(C=CCC)(=O)OC(C)CCCCC 2-heptyl pentenoate